N-((4-(4-(6-(Difluoromethyl)imidazo[1,2-b]pyridazin-3-yl)pyridin-2-yl)piperazin-2-yl)methyl)methanesulfonamide FC(C=1C=CC=2N(N1)C(=CN2)C2=CC(=NC=C2)N2CC(NCC2)CNS(=O)(=O)C)F